(6S)-6-butyl-3,8-dioxo-1-(2-thienyl)-2-(2-thienylmethyl)-4-oxa-2,7,9-triazacyclododecane-12-oic acid methyl ester COC(=O)C1CCNC(N[C@H](COC(N(C1C=1SC=CC1)CC=1SC=CC1)=O)CCCC)=O